P(=O)(O[C@@]1(N2[C@@H](CC(C1=O)CC2)C)COC)(OC)[O-] ((2S,6R)-2-(methoxymethyl)-6-methyl-3-oxoquinuclidin-2-yl) methyl phosphate